perfluoro-4-methylpent-2-ene FC(C(=C(C(C(F)(F)F)(C(F)(F)F)F)F)F)(F)F